ClC1=CC(=NC=N1)NCC=1C=C2C(=CN(C2=CC1F)[Si](C(C)C)(C(C)C)C(C)C)Cl 6-chloro-N-((3-chloro-6-fluoro-1-(triisopropylsilyl)-1H-indol-5-yl)methyl)pyrimidin-4-amine